ClC1=CC=C(C=N1)CC1=C2C(=C(N(C2=C(C=C1F)C#N)COCC[Si](C)(C)C)C)C 4-((6-chloropyridin-3-yl)methyl)-5-fluoro-2,3-dimethyl-1-((2-(trimethylsilyl)ethoxy)methyl)-1H-indole-7-carbonitrile